(2S)-5-[[(1R,2S)-2-(4-Fluorophenyl)cyclopropyl]amino]-1-(3-(dimethylamino)-azetidin-1-yl-1-oxopentan-2-yl)-4-(1H-1,2,3-triazol-1-yl)-benzamide FC1=CC=C(C=C1)[C@H]1[C@@H](C1)NC=1C(=CCC(C(=O)N)(C1)[C@@H](C=O)CCCN1CC(C1)N(C)C)N1N=NC=C1